(4-cyano-3-(trifluoromethyl)phenyl)-2-hydroxy-2-methylpropanamide C(#N)C1=C(C=C(C=C1)CC(C(=O)N)(C)O)C(F)(F)F